1-(3-((1-(3-Oxabicyclo[3.1.0]hexan-6-yl)-5-methyl-4-nitro-1H-pyrazol-3-yl)oxy)propyl)-3,6-dichloro-1H-pyrazolo[3,4-d]pyrimidine C12COCC2C1N1N=C(C(=C1C)[N+](=O)[O-])OCCCN1N=C(C=2C1=NC(=NC2)Cl)Cl